C1(CC1)OC=1C=CC(=NC1)C=1N=C(SC1)NC1=NC=CC(=C1)C 4-(5-cyclopropoxypyridin-2-yl)-N-(4-methylpyridin-2-yl)thiazol-2-amine